(S)-5-((R)-2-(2-(hydroxyamino)-2-oxoethyl)hexanoyl)-N-(oxazol-2-yl)-5-azaspiro[2.4]heptane-6-carboxamide ONC(C[C@H](C(=O)N1CC2(CC2)C[C@H]1C(=O)NC=1OC=CN1)CCCC)=O